BrC=1C=NN2C1N=C1C(=C2N[C@@H]2C[C@H](CC2)NC(=O)OC(C)(C)C)CN(C12CCCC2)CC(=O)OC Methyl 2-(3'-bromo-8'-(((1S,3S)-3-((tert-butoxycarbonyl)amino)cyclopentyl)amino)spiro[cyclopentane-1,5'-pyrazolo[1,5-a]pyrrolo[3,4-d]pyrimidine]-6'(7'H)-yl)acetate